(((9H-fluoren-9-yl)methoxy)carbonyl)-3-(1-(2-(tert-butoxy)-2-oxoethyl)-1H-indol-3-yl)propanoic acid C1=CC=CC=2C3=CC=CC=C3C(C12)COC(=O)C(C(=O)O)CC1=CN(C2=CC=CC=C12)CC(=O)OC(C)(C)C